CNS(=O)(=O)C1=CC=CC=C1 (methylsulfamoyl)benzene